Cl.Cl.FC=1C=NC=CC1N1[C@H](CNCC1)C (S)-1-(3-fluoropyridin-4-yl)-2-methylpiperazine dihydrochloride